NC=1C=NC(=C(C(=O)OC)C1)NS(=O)(=O)C1=CC=C(C=C1)CCCC methyl 5-amino-2-((4-butylphenyl)-sulfonamido)nicotinate